COC=1C=C2C=NNC(C2=CC1OC)=O 6,7-dimethoxyphthalazin-1(2H)-one